ClC1=CC(=CC(=C1)OCC=1C(=NOC1C1CC1)C1=C(C=CC=C1Cl)Cl)Cl 2,6-dichloro-4-((5-cyclopropyl-3-(2,6-dichlorophenyl)isoxazol-4-yl)methoxy)benzene